tert-butyl N-[(1R,4R)-4-[(6-bromo-8-ethylquinazolin-2-yl) amino]cyclohexyl]carbamate BrC=1C=C2C=NC(=NC2=C(C1)CC)NC1CCC(CC1)NC(OC(C)(C)C)=O